BrC=1CC(CC1)O[Si](C1=CC=CC=C1)(C1=CC=CC=C1)C(C)(C)C (3-bromocyclopent-3-enyloxy)(tert-butyl)diphenylsilane